NC=1N=C(SC1C(=O)C1=CC(=NO1)C(=O)N1CCOCC1)N(C1=CC=C(C=C1)F)[C@@H](C(=O)N)C |r| rac-2-(N-[4-amino-5-[3-(morpholine-4-carbonyl)isoxazole-5-carbonyl]thiazol-2-yl]-4-fluoroanilino)propanamide